OCCN1C(OCC1)=O 3-(2-hydroxyethyl)-2-oxazolidinon